O=C1NC(CCC1NC1=CC=C(C=C1)CCCCN1C[C@@H](NCC1)C(=O)O)=O (2R)-4-[4-[4-[(2,6-Dioxo-3-piperidyl)amino]phenyl]butyl]piperazine-2-carboxylic acid